2-((2R,4S,6R)-2-(1-cyclopropyl-1H-pyrazol-4-yl)-6-methyltetrahydro-2H-pyran-4-yl)-6,7-dimethyl-4-(4-(trifluoromethyl)phenyl)pteridine C1(CC1)N1N=CC(=C1)[C@@H]1O[C@@H](C[C@@H](C1)C1=NC2=NC(=C(N=C2C(=N1)C1=CC=C(C=C1)C(F)(F)F)C)C)C